C(#N)NC([C@@H](N)CS)=O L-cysteine, cyanoamide